C(#N)C1CCN(CC1)C(CN1C(=NC2=C3CC[C@@H](NC3=CC=C21)C)CCN2N=CC=C2)=O (7S)-3-[2-(4-Cyanopiperidin-1-yl)-2-oxoethyl]-7-methyl-2-[2-(1H-pyrazol-1-yl)ethyl]-3H,6H,7H,8H,9H-imidazo[4,5-f]chinolin